C1=CC=C(C=C1)C(=O)C2=CC=CC(=C2N)CC(=O)[O-].[Na+] The molecule is an organic sodium salt having amfenac(1-) as the counterion. It has a role as a cyclooxygenase 2 inhibitor and a cyclooxygenase 1 inhibitor. It contains an amfenac(1-).